COC(=O)[C@H]1N(C[C@@H](C=C1C)N(O[Si](C)(C)C(C)(C)C)C(=O)OC(C)(C)C)C(=O)OC(C)(C)C (2S,5R)-5-(tert-Butyloxycarbonyl-(tert-butyldimethylsilyloxy)amino)-3-methyl-5,6-dihydropyridine-1,2(2H)-dicarboxylic acid 1-tert-butyl 2-methyl ester